5-(((trans-3-(3-cyclopropyl-4-(1H-pyrazolo[4,3-c]pyridin-6-yl)-1H-pyrazol-1-yl)cyclobutyl)methyl)amino)-2-(2,6-dioxopiperidin-3-yl)isoindoline-1,3-dione C1(CC1)C1=NN(C=C1C1=CC2=C(C=N1)C=NN2)[C@@H]2C[C@H](C2)CNC=2C=C1C(N(C(C1=CC2)=O)C2C(NC(CC2)=O)=O)=O